4-bromo-N-isopentylpyridinamide BrC1=CC(=NC=C1)C(=O)NCCC(C)C